C(C)(C)(C)N(C(=O)OCCC=1C(=NC(=NC1Cl)Cl)Cl)[C@H](C)C1=CC(=CC=C1)OCCCCCCOCCN1CCN(CC1)C=1C=C2CN(C(C2=CC1)=O)C1C(NC(CC1)=O)=O 2-(2,4,6-Trichloropyrimidin-5-yl)ethan-1-ol tert-butyl-(1R)-1-(3-(6-(2-(4-(2-(2,6-dioxopiperidin-3-yl)-1-oxoisoindolin-5-yl)piperazin-1-yl)ethoxy)hexyloxy)phenyl)ethylcarbamate